4-tert-amylphenyl-ethenesulfonyl fluoride C(C)(C)(CC)C1=CC=C(C=C1)C=CS(=O)(=O)F